C(#N)C=1C=C2C(=NC1)N(N=C2)C2=CC(=C(C=N2)C(=O)NCC(COC2=C1C(N(C(C1=CC=C2)=O)C2C(NC(CC2)=O)=O)=O)F)NC2CC2 6-(5-Cyanopyrazolo[3,4-b]pyridin-1-yl)-4-(cyclopropylamino)-N-[3-[2-(2,6-dioxo-3-piperidyl)-1,3-dioxo-isoindolin-4-yl]oxy-2-fluoro-propyl]pyridine-3-carboxamide